C(C)(C)(C)OC(=O)OC=1C=CC(=NC1)N1CC(C1)CC1CCN(CC1)C(=O)OC(C)(C)C tert-butyl 4-[[1-(5-tert-butoxycarbonyloxy-2-pyridyl)azetidin-3-yl]methyl]piperidine-1-carboxylate